(R)-3-((8-bromo-4-(2-methoxy-4-methylphenyl)phthalazin-1-yl)amino)piperidine-1-carboxylic acid tert-butyl ester C(C)(C)(C)OC(=O)N1C[C@@H](CCC1)NC1=NN=C(C2=CC=CC(=C12)Br)C1=C(C=C(C=C1)C)OC